4-[[2-(3-fluoro-3-methyl-pyrrolidin-1-yl)-4-pyridyl]oxy]aniline FC1(CN(CC1)C1=NC=CC(=C1)OC1=CC=C(N)C=C1)C